C(C=C)(=O)NC=1C=C(C=CC1)C=1C=C(C=C2C=NC=NC12)C1=C(C=C(OC=2C=C(C(=O)N)C=CN2)C=C1)F 2-(4-(8-(3-acrylamidophenyl)quinazolin-6-yl)-3-fluorophenoxy)isonicotinamide